C1(CC1)C1=C(C(=NO1)C1=C(C=CC=C1)OC(F)(F)F)COC1C(CN(CC1)C1=CC=C(C=C1)C#C[Si](C)(C)C)(F)F 5-cyclopropyl-4-(((3,3-difluoro-1-(4-((trimethylsilyl)ethynyl)phenyl)piperidin-4-yl)oxy)methyl)-3-(2-(trifluoromethoxy)phenyl)isoxazole